FC1=C(C=C(C=N1)OC=1C=CC(=C(C1)NC(=O)[C@@H]1N(C(CC1)=O)C)OC)C (R)-N-(5-((6-fluoro-5-methylpyridin-3-yl)oxy)-2-methoxyphenyl)-1-methyl-5-oxopyrrolidine-2-carboxamide